C[C@]12CC3(CC(C[C@@](C1)(C3)C)C2)NCCCCCCCSC2=C3C(N(C(=NC3=CC=C2)C)[C@@H]2C(NC(CC2)=O)=O)=O |&1:1,7| (S)-3-(5-((7-(((1SR,3RS,5SR,7r)-3,5-dimethyladamantan-1-yl)amino)heptyl)thio)-2-Methyl-4-oxoquinazolin-3(4H)-yl)piperidine-2,6-dione